FC1=C(C=CC=C1)CCOC1=CC=CC(=N1)S(=O)(=O)NC(=O)C=1C(=NC=CC1)N1C(CC(C1)C)(C)C N-[[6-[2-(2-Fluorophenyl)ethoxy]-2-pyridyl]sulfonyl]-2-(2,2,4-trimethylpyrrolidin-1-yl)pyridin-3-carboxamid